1,2-bis((8-butyl-1-oxaspiro[4.5]dec-2-yl)oxy)ethane C(CCC)C1CCC2(CCC(O2)OCCOC2OC3(CC2)CCC(CC3)CCCC)CC1